ClC1C2(C=3C=NC=CC3N1C1=NC(=NC(=C1)C1CC1)C(C)(F)F)CC2 chloro-1'-(6-cyclopropyl-2-(1,1-difluoroethyl)pyrimidin-4-yl)-1',2'-dihydrospiro[cyclopropane-1,3'-pyrrolo[3,2-c]pyridine]